4-(4-((1-(4-cyanobenzoyl)azetidin-3-yl)sulfonyl)-3,4-dihydro-2H-pyrido[4,3-b][1,4]oxazin-8-yl)-benzonitrile C(#N)C1=CC=C(C(=O)N2CC(C2)S(=O)(=O)N2C3=C(OCC2)C(=CN=C3)C3=CC=C(C#N)C=C3)C=C1